Racemic-tert-butyl 4-oxo-1,3,3a,5,6,6a-hexahydrocyclopenta[c]pyrrole-2-carboxylate O=C1CCC2CN(CC21)C(=O)OC(C)(C)C